(E)-4-(N-benzyl-2-(2-furyl)-4-anilinopyrimidine-5-carboxamido)-2-butene carbonate C(O)(O)=O.C(C1=CC=CC=C1)N(C(=O)C=1C(=NC(=NC1)C=1OC=CC1)NC1=CC=CC=C1)C/C=C/C